C1(CC1)C1=NC=NC(=C1C=1N=CC2=C(N1)N(C(=C2)C(=O)NC)CC2=CC=C(C=C2)C=2N(C=C(N2)C(F)(F)F)C(C)C)OC 2-(4-cyclopropyl-6-methoxypyrimidin-5-yl)-7-(4-(1-isopropyl-4-(trifluoromethyl)-1H-imidazol-2-yl)benzyl)-N-methyl-7H-pyrrolo[2,3-d]pyrimidine-6-carboxamide